(7R)-2-{2-[1-(cyclopropylmethyl)-1H-indol-2-yl]-7-methoxy-1-[2-(1H-pyrazol-4-yl)ethyl]-1H-1,3-benzodiazole-5-carbonyl}-2-azabicyclo[2.2.1]heptan-7-amine C1(CC1)CN1C(=CC2=CC=CC=C12)C1=NC2=C(N1CCC=1C=NNC1)C(=CC(=C2)C(=O)N2C1CCC(C2)[C@H]1N)OC